CC1=NC=NC=C1C1(CC1)C(=O)O 1-(4-methylpyrimidin-5-yl)cyclopropane-1-carboxylic acid